2-(4,8-dimethylnon-3,7-dien-1-yl)-2-vinyloxirane CC(=CCCC1(OC1)C=C)CCC=C(C)C